ClC1=C(C(=O)C2=CNC=3N=CN=C(C32)N3CC(CCC3)C(=O)O)C=CC(=C1)OC1=CC=CC=C1 1-(5-(2-chloro-4-phenoxybenzoyl)-7H-pyrrolo[2,3-d]pyrimidin-4-yl)piperidine-3-carboxylic acid